4-(pyrazolo[1,5-a]pyridin-3-yl)-7-(4,5,6,7-tetrahydro-1H-imidazo[4,5-c]pyridin-2-yl)isoindol-1-one N1=CC(=C2N1C=CC=C2)C2=C1C=NC(C1=C(C=C2)C=2NC1=C(CNCC1)N2)=O